C(=O)O.N1CC(C1)N1C(C2(CCN(CC2)C2=C(C=C(C=C2)Cl)C(F)(F)F)C=2C=CC(=NC2C1)C=1C(=NC=CC1)OCC)=O 7-(azetidin-3-yl)-1'-[4-chloro-2-(trifluoromethyl)phenyl]-2-(2-ethoxypyridin-3-yl)spiro[8H-1,7-naphthyridine-5,4'-piperidine]-6-one formate salt